(R)-6-chloro-N-(7-(piperazin-1-yl)chroman-3-yl)pyrazolo[1,5-a]pyridine-3-carboxamide ClC=1C=CC=2N(C1)N=CC2C(=O)N[C@H]2COC1=CC(=CC=C1C2)N2CCNCC2